N-[[(2R,5S)-2-[4-(4-chlorophenoxy)phenyl]-3-oxo-1,4-thiazepan-5-yl]methyl]pyridazine ClC1=CC=C(OC2=CC=C(C=C2)[C@H]2SCC[C@H](NC2=O)CN2NC=CC=C2)C=C1